COC(C1=CC(=C(C=C1)CO)[N+](=O)[O-])=O 4-(hydroxymethyl)-3-nitrobenzoic acid methyl ester